C12CNCCC2C1 3-azabicyclo[4.1.0]heptan